tert-butyl 4-(3-bromophenyl)-3-oxopiperazine-1-carboxylate BrC=1C=C(C=CC1)N1C(CN(CC1)C(=O)OC(C)(C)C)=O